C(=C)N=[N+]=[N-] vinylazide